3-(2-((7-methyl-[1,2,4]triazolo[1,5-a]pyridin-6-yl)amino)-8-oxo-7,8-dihydro-9H-purin-9-yl)adamantane-1-carbonitrile CC1=CC=2N(C=C1NC1=NC=C3NC(N(C3=N1)C13CC4(CC(CC(C1)C4)C3)C#N)=O)N=CN2